N-(2-acetyl-5-bromo-3-pyridyl)-2,2-dimethyl-propanamide C(C)(=O)C1=NC=C(C=C1NC(C(C)(C)C)=O)Br